4-((3-fluoro-6-(thiazol-2-ylamino)pyridin-2-yl)methyl)-2-methylpiperidine-4-carboxylic acid methyl ester hydrochloride Cl.COC(=O)C1(CC(NCC1)C)CC1=NC(=CC=C1F)NC=1SC=CN1